NC=1N[NH+]=C(N1)N 3,5-diamino-1,2,4-triazolium